(1R,3S,SR)-2-(2-(3-Acetyl-5-(2-methylpyrimidin-5-yl)-1H-pyrazolo[3,4-c]pyridin-1-yl)acetyl)-N-(6-bromo-3-fluoropyridin-2-yl)-5-methyl-2-azabicyclo[3.1.0]hexane-3-carboxamide C(C)(=O)C1=NN(C2=CN=C(C=C21)C=2C=NC(=NC2)C)CC(=O)N2[C@@H]1C[C@]1(C[C@H]2C(=O)NC2=NC(=CC=C2F)Br)C |&1:25|